4-((6-(difluoromethoxy)-2-methyl-7-phenyl-1H-imidazo[4,5-c]pyridin-1-yl)methyl)benzenesulfonamide FC(OC1=C(C2=C(C=N1)N=C(N2CC2=CC=C(C=C2)S(=O)(=O)N)C)C2=CC=CC=C2)F